C(C)(C)(C)OC(=O)N1C[C@H]([C@@H](CC1)NC(=O)OCC1=CC=CC=C1)O trans-4-(benzyloxycarbonylamino)-3-hydroxypiperidine-1-carboxylic acid tert-butyl ester